1-propyl-di-(3-hexyl)phosphine C(CC)P(C(CC)CCC)C(CC)CCC